C(#N)C=1C=C(SC1)CNC(=O)C1NCC2(OCCO2)C1 N-[(4-cyano-2-thienyl)methyl]-1,4-dioxa-7-azaspiro[4.4]nonane-8-carboxamide